tert-butyl 4-{2-[2-(2,6-dioxopiperidin-3-yl)-1-oxo-3H-isoindol-4-yl]ethynyl}piperidine-1-carboxylate O=C1NC(CCC1N1C(C2=CC=CC(=C2C1)C#CC1CCN(CC1)C(=O)OC(C)(C)C)=O)=O